4-tert-butyl-2-iodo-1-isopropoxy-benzene C(C)(C)(C)C1=CC(=C(C=C1)OC(C)C)I